COC1=CC=C(C=C1)C[C@H]1CC[C@@H](N1)[C@@H](O)C1=CC(=CC=C1)F (S)-{(2R,5R)-5-[(p-methoxyphenyl)methyl]-2-pyrrolidinyl}(m-fluorophenyl)methanol